4-(benzyloxy)-8-(5-chloro-6-fluoro-1-((trifluoromethyl)sulfonyl)-1H-benzo[f]indazol-4-yl)-2-(methylthio)-9H-pyrido[4',3':3,4]cyclopenta[1,2-d]pyrimidin-9-one C(C1=CC=CC=C1)OC=1C2=C(N=C(N1)SC)C(C1=C2C=CN=C1C1=C2C=NN(C2=CC2=C1C(=C(C=C2)F)Cl)S(=O)(=O)C(F)(F)F)=O